12Z-Tridecanal C(CCCCCCCCCCCC)=O